(S)-7-((S)-1-(tert-butoxy)ethyl)-2-(((1-(3,5-difluoro-4-methoxybenzyl)-1H-pyrazol-4-yl)methyl)amino)-4,8-dimethyl-7,8-dihydropteridin-6(5H)-one C(C)(C)(C)O[C@@H](C)[C@H]1C(NC=2C(=NC(=NC2N1C)NCC=1C=NN(C1)CC1=CC(=C(C(=C1)F)OC)F)C)=O